4-(4-cyanophenyl)-4-(hydroxyimino)butyric acid ethyl ester C(C)OC(CCC(=NO)C1=CC=C(C=C1)C#N)=O